CN1C2=NC(=NC(=C2N=C1)N1CC2(COC2)C1)C#CC=1NC=C(N1)C1=CC=CC=C1 6-[9-Methyl-2-[2-(4-phenyl-1H-imidazol-2-yl)ethynyl]purin-6-yl]-2-oxa-6-azaspiro[3.3]heptane